C1(CC1)CC1=CC=C(CN2N=CC(=C2)C(=O)O)C=C1 1-(4-(cyclopropylmethyl)benzyl)-1H-pyrazole-4-carboxylic acid